[(1-(2-hydroxyethyl)-3-piperidyl)oxy]-2,3-dihydro-1,4-benzoxazepin-5-one OCCN1CC(CCC1)OC1OC2=C(C(NC1)=O)C=CC=C2